C(C=C)(=O)OCCN=C=O (acryloxyethyl) isocyanate